BrC=1C=CC=C2C=CC=C(C12)C#N 8-bromo-1-naphthalenecarbonitrile